NC1=C(C=2C(=NC=C(N2)C(=O)O)N1C1=C(C(=CC=C1C)OC)C)C(N)=O 6-amino-7-carbamoyl-5-(3-methoxy-2,6-dimethyl-phenyl)pyrrolo[2,3-b]pyrazine-2-carboxylic acid